4-(2-Bromo-4-fluorobenzoyl)-4-hydroxypiperidine-1-carboxylic acid tert-butyl ester C(C)(C)(C)OC(=O)N1CCC(CC1)(O)C(C1=C(C=C(C=C1)F)Br)=O